C(CCCCCCCCCCCCCCCCC)C=1N=C(N(C(N1)SCCCCCCCC)NC1=CC(=CC(=C1)C(C)(C)C)C(C)(C)C)SCCCCCCCC octadecyl-3-(3,5-di-tert-butylphenylamino)-2,4-bis(octylthio)-1,3,5-triazine